ethyl (3S)-3-[(tert-butoxycarbonyl)amino]-3-{4'-chloro-2'-[(3,4-dimethoxyphenyl)methoxy]-4-fluoro-5,6'-dimethyl-[1,1'-biphenyl]-3-yl}propanoate C(C)(C)(C)OC(=O)N[C@@H](CC(=O)OCC)C=1C=C(C=C(C1F)C)C1=C(C=C(C=C1C)Cl)OCC1=CC(=C(C=C1)OC)OC